C(C)(C)(C)OC(=O)N1C[C@@H](CCC1)N1N=C(C=2C=NC=CC21)C2=CC=C(C=C2)OC2=C(C(=CC=C2)OC)Cl (R)-tert-butyl-3-(3-(4-(2-chloro-3-methoxyphenoxy)phenyl)-1H-pyrazolo[4,3-c]pyridin-1-yl)piperidine-1-carboxylate